1,3,5-tris(2-hydroxy-ethyl)hexahydro-s-triazine OCCN1CN(CN(C1)CCO)CCO